(2-ethoxypyridin-3-yl)boric acid C(C)OC1=NC=CC=C1OB(O)O